1-(5-((1-(4-methoxypyrimidin-2-yl)piperidin-4-yl)methyl)pyrazolo[1,5-a]pyridin-3-yl)dihydropyrimidine-2,4(1H,3H)-dione COC1=NC(=NC=C1)N1CCC(CC1)CC1=CC=2N(C=C1)N=CC2N2C(NC(CC2)=O)=O